FC(C=1C(=C(C=CC1)[C@@H](C)NC1=C2C(=C(N=N1)C)C=NC(=C2)C=2C=C(CN1CCC(CC1)C1=CC=C(C=C1)C1C(NC(CC1)=O)=O)C=CC2)F)F 3-(4-(1-(3-(1-(((R)-1-(3-(Difluoromethyl)-2-fluorophenyl)ethyl)amino)-4-methyl-pyrido[3,4-d]pyridazin-7-yl)benzyl)piperidin-4-yl)phenyl)piperidine-2,6-dione